BrC=1C=NN2C1N=C(N=C2NCC2=NC1=C(N2COCC[Si](C)(C)C)C=CC=C1CCNC(OC(C)(C)C)=O)S(=O)C tert-butyl {2-[2-({[8-bromo-2-(methylsulfinyl)pyrazolo[1,5-a][1,3,5]triazin-4-yl]amino}methyl)-1-{[2-(trimethylsilyl)ethoxy]methyl}-1H-benzimidazol-4-yl]ethyl}carbamate